ClC1=CC(=C(O[C@H](C(=O)O)CF)C=C1F)C1=NOC=C1 (R)-2-[4-chloro-5-fluoro-2-(3-isoxazolyl)phenoxy]-3-fluoropropionic acid